C(C=C)C=1C=C(C=CC1)C1=CC=CC2=CC=CC=C12 3-allyl-(1-naphthyl)benzene